C1=NC=CC=2NC=3C=C(C=CC3C21)C=2C=C(C(=NC2)N2CCC(CC2)CCN2CCN(CC2)C2=CC(=C1C(N(C(C1=C2)=O)C2C(NC(CC2)=O)=O)=O)OC)C(F)(F)F 6-(4-(2-(1-(5-(5H-pyrido[4,3-b]indol-7-yl)-3-(trifluoromethyl)pyridin-2-yl)piperidin-4-yl)ethyl)piperazin-1-yl)-2-(2,6-dioxopiperidin-3-yl)-4-methoxyisoindoline-1,3-dione